ClC1=CC=2C=C3N(C(=NN(C3=O)CC(=O)O)C3CC3)C2S1 2-(2-Chloro-8-cyclopropyl-5-oxothieno[3',2':4,5]pyrrolo[1,2-d][1,2,4]triazin-6(5H)-yl)acetic acid